3-carbamoyl-2-phenylpyrrolidine-1-carboxylic acid tert-butyl ester C(C)(C)(C)OC(=O)N1C(C(CC1)C(N)=O)C1=CC=CC=C1